FC(C=1C=C(COC2CN(C2)C(C=C)=O)C=CC1)(F)F 1-(3-((3-(trifluoromethyl)benzyl)oxy)azetidin-1-yl)prop-2-en-1-one